3-(5-(((S)-4-ethyl-6,6-dimethylmorpholin-3-yl)methoxy)-1-oxoisoindolin-2-yl)piperidine-2,6-dione C(C)N1[C@H](COC(C1)(C)C)COC=1C=C2CN(C(C2=CC1)=O)C1C(NC(CC1)=O)=O